2,2'-oxybis(N,N-divinylacetamide) O(CC(=O)N(C=C)C=C)CC(=O)N(C=C)C=C